COC(C(COC)OC1=CC=C(C=C1)Br)=O 2-(4-bromophenoxy)-3-methoxypropionic acid methyl ester